3-(8-(3'-(7-cyano-5-formylbenzo[d]oxazol-2-yl)-2,2'-dimethylbiphenyl-3-ylamino)-1,7-naphthyridin-3-yl)azetidine-1-carboxylic acid tert-butyl ester C(C)(C)(C)OC(=O)N1CC(C1)C=1C=NC2=C(N=CC=C2C1)NC=1C(=C(C=CC1)C1=C(C(=CC=C1)C=1OC2=C(N1)C=C(C=C2C#N)C=O)C)C